2-n-butyl-1,3-pentanediol di(p-methylbenzoate) CC1=CC=C(C(=O)OCC(C(CC)OC(C2=CC=C(C=C2)C)=O)CCCC)C=C1